tert-butyl 3-[6-(2-methoxy-4,6-dimethyl-phenyl)pyrido[2,3-b]pyrazin-3-yl]piperidine-1-carboxylate COC1=C(C(=CC(=C1)C)C)C=1C=CC=2C(=NC(=CN2)C2CN(CCC2)C(=O)OC(C)(C)C)N1